fluoro-methylpropanamide FC(C(=O)N)(C)C